(2S,3R,4R,5S,6R)-2-[4-Chloro-3-(4-ethoxybenzyl)phenyl]-6-(hydroxymethyl)tetrahydropyran-3,4,5-triol ClC1=C(C=C(C=C1)[C@@H]1O[C@@H]([C@H]([C@@H]([C@H]1O)O)O)CO)CC1=CC=C(C=C1)OCC